O=C1NC(CCC1N1C(C2=CC=CC(=C2C1=O)N1CCC(CC1)C(=O)N)=O)=O 1-[2-(2,6-dioxo-3-piperidyl)-1,3-dioxo-isoindolin-4-yl]piperidine-4-carboxamide